S(=O)(=O)([O-])N.[Co+2].ClC1=CC(=CN=N1)C=C.S(=O)(=O)([O-])N 6-chloro-4-vinyl-pyridazine cobalt amidosulfate